(1S,2R,3R,5R)-3-amino-2-fluoro-9-azabicyclo[3.3.1]nonane-9-carboxylic acid tert-butyl ester C(C)(C)(C)OC(=O)N1[C@@H]2[C@@H]([C@@H](C[C@H]1CCC2)N)F